3-methyl-7,8-dihydropyrido[4,3-c]pyridazine-3,6(5H)-dicarboxylic acid 6-benzyl ester C(C1=CC=CC=C1)OC(=O)N1CC=2C(=NNC(C2)(C(=O)O)C)CC1